4,4,5,5-tetramethyl-2-(4-methylthiophen-2-yl)-1,3,2-dioxaborolane CC1(OB(OC1(C)C)C=1SC=C(C1)C)C